N,N-dimethyl-1-(3-(5-((2R,5S)-5-methylpiperidin-2-yl)benzo[d]thiazol-2-yl)Oxetan-3-yl)Methanamine CN(CC1(COC1)C=1SC2=C(N1)C=C(C=C2)[C@@H]2NC[C@H](CC2)C)C